N-Formyl-L-methionyl-L-leucyl-L-phenylalanine C(=O)N[C@@H](CCSC)C(=O)N[C@@H](CC(C)C)C(=O)N[C@@H](CC1=CC=CC=C1)C(=O)O